trans-4-hydroxy-N-((trans-4-(4-methoxy-3-methylphenyl)cyclohexyl)methyl)-N-(3-(1-propyl-1H-pyrazol-4-yl)phenyl)cyclohexanecarboxamide O[C@@H]1CC[C@H](CC1)C(=O)N(C1=CC(=CC=C1)C=1C=NN(C1)CCC)C[C@@H]1CC[C@H](CC1)C1=CC(=C(C=C1)OC)C